ClC1=C(C=CC=C1)C1=CC(OC2=CC(=CC=C12)OC(C(=O)N1CC(CCC1)CC(=O)OCC)C)=O ethyl 2-[1-[2-[4-(2-chlorophenyl)-2-oxo-chromen-7-yl]oxypropanoyl]-3-piperidyl]acetate